N1=C(C=CC=C1)CN1C(C(=C(C1=O)C1=CC=C(C=C1)C(F)(F)F)C#CC1=CC=C(C=C1)CC)=O 1-(pyridin-2-ylmethyl)-3-((4-ethylphenyl)ethynyl)-4-(4-(trifluoromethyl)phenyl)-1H-pyrrole-2,5-dione